(4-methoxyphenyl)-methanone COC1=CC=C(C=C1)C=O